6-(2-methyl-4-pyridinyl)-1-tetrahydropyran-4-yl-indazol-5-amine CC1=NC=CC(=C1)C1=C(C=C2C=NN(C2=C1)C1CCOCC1)N